3-(N-(4-chloro-5-cyano-2-(trans-3-methoxycyclobutoxy)phenyl)sulfamoyl)-4-cyclopropylbenzoic acid ClC1=CC(=C(C=C1C#N)NS(=O)(=O)C=1C=C(C(=O)O)C=CC1C1CC1)O[C@@H]1C[C@H](C1)OC